CC=1C(=CC(=CC1)NC(=O)OC)NC(=O)OC dimethyl 2,4-toluenedicarbamate